BrC=1SC=NN1 bromo-1,3,4-thiadiazole